Pyrrolinium [NH2+]1C=CCC1